O=C1N(C(C=C1)=O)CCCCCC(=O)NC 6-(2,5-dioxo-2,5-dihydro-1H-pyrrol-1-yl)-N-methylhexanamide